9,9'-(2,4-bis(2,6-diphenylpyrimidin-4-yl)-6-(3-(6-phenylpyridin-2-yl)-9H-carbazol-9-yl)-1,3-phenylene)bis(9H-carbazole) C1(=CC=CC=C1)C1=NC(=CC(=N1)C1=C(C(=CC(=C1N1C2=CC=CC=C2C=2C=CC=CC12)C1=NC(=NC(=C1)C1=CC=CC=C1)C1=CC=CC=C1)N1C2=CC=CC=C2C=2C=C(C=CC12)C1=NC(=CC=C1)C1=CC=CC=C1)N1C2=CC=CC=C2C=2C=CC=CC12)C1=CC=CC=C1